[H-].[Li+].C(C)(C)O[Al+2].[H-].[H-] isopropoxyaluminum lithium hydride